4-((2-Amino-5-bromo-6-(trifluoromethyl)pyrimidin-4-yl)oxy)-3,5-difluorobenzonitrile NC1=NC(=C(C(=N1)OC1=C(C=C(C#N)C=C1F)F)Br)C(F)(F)F